1-(1-(2-fluorophenyl)-5-methyl-1H-1,2,3-triazol-4-yl)ethanone FC1=C(C=CC=C1)N1N=NC(=C1C)C(C)=O